2-[6-[(2R)-2-(methoxymethyl)pyrrolidin-1-yl]pyridazin-3-yl]-3-methyl-5-(trifluoromethyl)phenol COC[C@@H]1N(CCC1)C1=CC=C(N=N1)C1=C(C=C(C=C1C)C(F)(F)F)O